tert-butyl (3R)-3-[[4-(4,4,5,5-tetramethyl-1,3,2-dioxaborolan-2-yl)pyrazol-1-yl]methyl]piperidine-1-carboxylate CC1(OB(OC1(C)C)C=1C=NN(C1)C[C@H]1CN(CCC1)C(=O)OC(C)(C)C)C